7-(((3aR,4aR,5S,6S,7aR,7bR)-7a-(benzyloxy)-6-fluoro-2,2-dimethylhexahydro-3aH-cyclopenta[4,5]furo[2,3-d][1,3]dioxol-5-yl)methyl)-3-fluoroquinolin-2-amine C(C1=CC=CC=C1)O[C@]12[C@H](O[C@@H]3OC(O[C@@H]31)(C)C)[C@@H]([C@H](C2)F)CC2=CC=C3C=C(C(=NC3=C2)N)F